O=S1(CCN(CC1)C1=NN=CS1)=O 5-(1,1-dioxidothiomorpholino)-1,3,4-thiadiazol